4-eicosylamino-1,2-benzoquinone C(CCCCCCCCCCCCCCCCCCC)NC1=CC(C(C=C1)=O)=O